tert-butyl 3-(aminomethyl)-3-cyclopropylpyrrolidine-1-carboxylate NCC1(CN(CC1)C(=O)OC(C)(C)C)C1CC1